C1(CC1)C=1C=C(C=CC1)C=1C=C2C(=NC1)C=NN2CC(=O)N2CCCC2 2-[6-(3-Cyclopropylphenyl)pyrazolo[4,3-b]pyridin-1-yl]-1-pyrrolidin-1-yl-ethanone